C1(CC1)N1C(C(=CC=C1)NC(=O)C1=CC2=CN(N=C2C=C1OC(C)C)C1CCC(CC1)CO)=O N-(1-cyclopropyl-2-oxo-3-pyridinyl)-2-[4-(hydroxymethyl)cyclohexyl]-6-isopropoxy-indazole-5-carboxamide